5-(5-(morpholin-2-ylmethoxy)pyridazin-3-ylamino)pyrazine-2-carbonitrile N1CC(OCC1)COC=1C=C(N=NC1)NC=1N=CC(=NC1)C#N